(R)-6-(2-hydroxy-2-(3-(trifluoromethyl)phenyl)acetyl)-2-(1-(4-((1-hydroxycyclohexyl)ethynyl)thiophen-2-yl)cyclopropyl)-6,7,8,9-tetrahydro-3H-pyrimido[5,4-c]azepin-4(5H)-one O[C@@H](C(=O)N1CC2=C(CCC1)N=C(NC2=O)C2(CC2)C=2SC=C(C2)C#CC2(CCCCC2)O)C2=CC(=CC=C2)C(F)(F)F